6-bromo-5-[(2-chloro-5-fluorophenyl)carbonyl]-3-(5,5-dimethyl-2-oxa-5-silahex-1-yl)-2-oxo-1-(2,2,2-trifluoroethyl)benzo[d]imidazole-4-carbonitrile BrC=1C(=C(C2=C(N(C(N2COCC[Si](C)(C)C)=O)CC(F)(F)F)C1)C#N)C(=O)C1=C(C=CC(=C1)F)Cl